((1R,2S)-1-(ethoxymethyl)-2-vinylcyclopropyl)carbamic acid tert-butyl ester C(C)(C)(C)OC(N[C@]1([C@@H](C1)C=C)COCC)=O